C(CCCCC)(=O)C(O)[C@H](N)[C@H](O)\C=C\CCCCCCCCCCCCC caproyl-sphingosine